CN1N=NC2=C1C=CC(=C2C)[C@@H]([C@H](C(=O)OC)C)C2=CC(=C(C=C2)C)CO (2R,3S)-Methyl 3-(1,4-dimethyl-1H-benzo[d][1,2,3]triazol-5-yl)-3-(3-(hydroxymethyl)-4-methylphenyl)-2-methylpropanoate